2-((6-(5-((2-fluoro-5-(trifluoromethoxy) benzyl) carbamoyl)-2,6-dimethylpyridin-3-yl) imidazo[1,2-b]pyridazin-2-yl) amino)-2-oxoethyl phosphate P(=O)(OCC(=O)NC=1N=C2N(N=C(C=C2)C=2C(=NC(=C(C2)C(NCC2=C(C=CC(=C2)OC(F)(F)F)F)=O)C)C)C1)([O-])[O-]